2-((1r,2r)-1-(2-cyano-4-(trifluoromethyl)phenyl)-1-(1-methyl-1H-pyrazol-4-yl)propan-2-yl)-5-hydroxy-N-(isoxazol-4-yl)-1-methyl-6-oxo-1,6-dihydropyrimidine-4-carboxamide C(#N)C1=C(C=CC(=C1)C(F)(F)F)[C@@H]([C@@H](C)C=1N(C(C(=C(N1)C(=O)NC=1C=NOC1)O)=O)C)C=1C=NN(C1)C